2-(2-((5-(3-(aminomethyl)phenyl)-2-methyl-2H-indazol-3-yl)methoxy)-4-methylphenyl)acetic acid NCC=1C=C(C=CC1)C1=CC2=C(N(N=C2C=C1)C)COC1=C(C=CC(=C1)C)CC(=O)O